lithium borate carbonate C([O-])(O)=O.B(O)(O)O.[Li+]